3,3'-Tetramethylenebis(5-benzyl-1,2,4-triazole) C(C1=CC=CC=C1)C1=NC(=NN1)CCCCC1=NNC(=N1)CC1=CC=CC=C1